ClC1=C(C#N)C=C(C=C1)C(=O)N1CC=2C(=NN3C2C(N(C[C@H]3C)[C@@H](C)C3=CC=C(C=C3)N3C(CCC3)=O)=O)C[C@H]1C |o1:23| 2-Chloro-5-((3R,7R)-3,7-dimethyl-10-oxo-9-((S*)-1-(4-(2-oxopyrrolidin-1-yl)phenyl)ethyl)-1,2,3,4,7,8,9,10-octahydropyrido[4',3':3,4]pyrazolo[1,5-a]pyrazine-2-carbonyl)benzonitrile